C(C1=CC=CC=C1)OCC1=NC=2C(=NC(=CC2Cl)Cl)N1C1OCCCC1 2-((benzyloxy)methyl)-5,7-dichloro-3-(tetrahydro-2H-pyran-2-yl)-3H-imidazo[4,5-b]pyridine